(R)-N-(1-(azetidin-1-ylmethyl)cyclopropyl)-2-fluoro-2-(3-fluorophenyl)propanamide N1(CCC1)CC1(CC1)NC([C@@](C)(C1=CC(=CC=C1)F)F)=O